3-(((2R,3R,4S,5R,6R)-4-(4-(2,3-Difluoro-4-methylphenyl)-1H-1,2,3-triazol-1-yl)-5-hydroxy-6-(hydroxymethyl)-3-methoxytetrahydro-2H-pyran-2-yl)methyl)-1,3-diazaspiro[4.5]decan-2-on FC1=C(C=CC(=C1F)C)C=1N=NN(C1)[C@@H]1[C@H]([C@H](O[C@@H]([C@@H]1O)CO)CN1C(NC2(C1)CCCCC2)=O)OC